diallyl-methyl-propyl-ammonium iodide [I-].C(C=C)[N+](CCC)(C)CC=C